20-(linoleoyloxy)eicosanoic acid C(CCCCCCC\C=C/C\C=C/CCCCC)(=O)OCCCCCCCCCCCCCCCCCCCC(=O)O